N-(4-(2-((7-amino-2-(furan-2-yl)-[1,2,4]triazolo[1,5-a][1,3,5]triazin-5-yl)amino)ethyl)-phenyl)-3-(4-methylpiperazin-1-yl)propanamide NC1=NC(=NC=2N1N=C(N2)C=2OC=CC2)NCCC2=CC=C(C=C2)NC(CCN2CCN(CC2)C)=O